N[C@H](C)C1=CC=C2C(=N1)N(C(=C2)C2=NC1=C(N2C)C=C(C(=C1)C(=O)OC)F)CCCC=C methyl (R)-2-(6-(1-aminoethyl)-1-(pent-4-en-1-yl)-1H-pyrrolo[2,3-b]pyridin-2-yl)-6-fluoro-1-methyl-1H-benzo[d]imidazole-5-carboxylate